[(1S,4S)-4-[[6-[(4-methoxyphenyl)methyl-methyl-amino]-2-(trifluoromethyl)-4-quinolyl]amino]cyclohexyl]benzamide COC1=CC=C(C=C1)CN(C=1C=C2C(=CC(=NC2=CC1)C(F)(F)F)NC1CCC(CC1)C1=C(C(=O)N)C=CC=C1)C